C(C)(C)(C)OC(=O)N1CC2=C(CC1)N(N=C2Br)C2CCOCC2.C2=CC=CC=1C3=CC=CC=C3N(C21)C2=CC=C(C=C2)C2=CC=C(C=C2)N2C1=CC=CC=C1C=1C=CC=CC21 4,4'-bis(carbazole-9-yl)biphenyl tert-butyl-3-bromo-1-(tetrahydro-2H-pyran-4-yl)-1,4,6,7-tetrahydro-5H-pyrazolo[4,3-c]pyridine-5-carboxylate